N-((3R,4R)-4-(2-hydroxy-2-methylpropoxy)pyrrolidin-3-yl)-1-(5-(trifluoromethyl)pyridin-2-yl)-1H-pyrrolo[3,2-c]pyridine-6-carboxamide hydrochloride Cl.OC(CO[C@H]1[C@@H](CNC1)NC(=O)C1=CC2=C(C=N1)C=CN2C2=NC=C(C=C2)C(F)(F)F)(C)C